CN(C=1C(C(C1NCC1=NC=C(C=C1)C1=NOC(=N1)C(F)(F)F)=O)=O)CCC(F)(F)F 3-(methyl(3,3,3-trifluoropropyl)amino)-4-(((5-(5-(trifluoromethyl)-1,2,4-oxadiazol-3-yl)pyridin-2-yl)methyl)amino)cyclobut-3-ene-1,2-dione